[C@@H]12N(C[C@@H](NC1)C2)C=2C=C1C(N(C(C1=CC2)=O)N2C(NC(CC2)=O)=O)=O 5-((1S,4S)-2,5-diazabicyclo[2.2.1]heptan-2-yl)-2-(2,4-dioxotetrahydropyrimidin-1(2H)-yl)isoindoline-1,3-dione